CC(CCCCCCCCC(=C=O)[C@](N)(CC(CN)O)C(=O)O)CC(CC)C 2-(10,12-dimethyl-1-carbonyltetradecyl)4-hydroxy-L-ornithine